FC=1C=C2N(CCN(C2=CC1)C(CCN1CCCC1)=O)C1=CC=C(C=C1)F 1-(6-fluoro-4-(4-fluorophenyl)-3,4-dihydroquinoxalin-1(2H)-yl)-3-(pyrrolidin-1-yl)propane-1-one